N-Fmoc-L-aspartic acid 4-tert-butyl ester C(C)(C)(C)OC(C[C@H](NC(=O)OCC1C2=CC=CC=C2C2=CC=CC=C12)C(=O)O)=O